C(CCCCCCCCSCC(CC(C)C)=O)SCC(CC(C)C)=O 4'-(nonane-1,9-diylbis(sulfanediyl))bis(4-methylpentan-2-one)